(R)-1-(3-(1,1-difluoroethyl)-2-fluorophenyl)ethan-1-amine FC(C)(F)C=1C(=C(C=CC1)[C@@H](C)N)F